1-(bicyclo[1.1.1]pentan-1-yl)-N-((R)-1-(3-cyano-2-fluorophenyl)ethyl)-4-(((1R,5S,6s)-3-methyl-3-azabicyclo[3.1.0]hexan-6-yl)amino)-6-oxo-1,6-dihydropyridine-3-carboxamide C12(CC(C1)C2)N2C=C(C(=CC2=O)NC2[C@@H]1CN(C[C@H]21)C)C(=O)N[C@H](C)C2=C(C(=CC=C2)C#N)F